ClCC1NCC1 2-(chloromethyl)azetidine